(4-(trifluoromethyl)-2,3-dihydro-1H-inden-1-yl)benzene-1,2-diamine FC(C1=C2CCC(C2=CC=C1)C1=C(C(=CC=C1)N)N)(F)F